1-methoxy-3,5-bis(2,4,6-triisopropylphenyl)-2,6-bis(dicyclohexylphosphino)-benzene COC1=C(C(=CC(=C1P(C1CCCCC1)C1CCCCC1)C1=C(C=C(C=C1C(C)C)C(C)C)C(C)C)C1=C(C=C(C=C1C(C)C)C(C)C)C(C)C)P(C1CCCCC1)C1CCCCC1